silver(II) difluorophosphate P(=O)([O-])(F)F.[Ag+2].P(=O)([O-])(F)F